ClC1=C(C=CC(=C1)Cl)C=1N(C(=C(N1)C(NN1CCS(CC1)(=O)=O)=O)C)C1=CC=C(C(=O)OCC)C=C1 Ethyl 4-(2-(2,4-Dichlorophenyl)-4-((1,1-Dioxidothiomorpholino)Carbamoyl)-5-Methyl-1H-Imidazol-1-Yl)Benzoate